OC=1C=C(C2=CC=CC=C2C1)C1=C(C2=CC=CC=C2C(=C1)NS(=O)(=O)C1=CC=C(C=C1)OC)O N-(3,1'-dihydroxy-[1,2']binaphthyl-4'-yl)-4-methoxybenzenesulfonamide